(2-methylallyl)ethylene glycol di(chlorophosphate) P(=O)(O)(Cl)OC(COP(=O)(O)Cl)CC(=C)C